2-difluoromethyl-4-aminophenol FC(C1=C(C=CC(=C1)N)O)F